C(C)N(C)[Si]1(O[Si](O[SiH](O1)C)(C)N(CC)C)C bis(N-ethylmethylamino)-2,4,6-trimethylcyclotrisiloxane